OCC1=CC(=NN1C(C)C)[S@@](=O)(N)=NC(NC1=C2C(=NC3=C1CCC3)[C@@H](CC2)C)=O |o1:10| (R) or (S)-5-(hydroxymethyl)-1-isopropyl-N'-(((R)-3-methyl-1,2,3,5,6,7-hexahydrodicyclopenta[b,e]pyridin-8-yl)carbamoyl)-1H-pyrazole-3-sulfonimidamide